ClC(C(O[C@]1([C@](O)([C@H](O)[C@@H](O)[C@@H](O1)C)OC)CC1=CC=CC=C1)=N)(Cl)Cl methoxybenzyl-α-L-rhamnopyranosyl trichloroacetimidate